N-({4-[2-(2-aminopyridin-3-yl)-5-(1-methylcyclopropyl)imidazo[4,5-b]pyridin-3-yl]phenyl}methyl)-2-(4-formyl-3-hydroxyphenyl)acetamide NC1=NC=CC=C1C1=NC=2C(=NC(=CC2)C2(CC2)C)N1C1=CC=C(C=C1)CNC(CC1=CC(=C(C=C1)C=O)O)=O